(S)-4-(4-methoxypyrazolo[1,5-a]pyridin-2-yl)-5-(5-(trifluoromethyl)pyridin-2-yl)-4,5,6,7-tetrahydro-1H-imidazo[4,5-c]pyridine COC=1C=2N(C=CC1)N=C(C2)[C@H]2N(CCC1=C2N=CN1)C1=NC=C(C=C1)C(F)(F)F